C(=O)(OCC1C2=CC=CC=C2C2=CC=CC=C12)N[C@@H](CC(=O)O)C(=O)O N-Fmoc-L-aspartic acid